(S)-8-fluoro-3-isopropyl-2-oxo-1,2,3,5-tetrahydro-4H-benzo[e][1,4]diazepine-4-carboxamide FC=1C=CC2=C(NC([C@@H](N(C2)C(=O)N)C(C)C)=O)C1